4-methoxyl-1-(pyridin-2-ylmethyl)-1H-indole-2-carboxylate O(C)C1=C2C=C(N(C2=CC=C1)CC1=NC=CC=C1)C(=O)[O-]